3-(((4-methyl-2-nitrobenzyl)oxy)methyl)thiophene CC1=CC(=C(COCC2=CSC=C2)C=C1)[N+](=O)[O-]